C[Si](OC1=CC[C@@H]2[C@H]1CN(C2)C(=O)C=2SC(=CC2)C)(C(C)(C)C)C [(3aR,6aS)-6-{[dimethyl(2-methyl-2-propanyl)silyl]oxy}-3,3a,4,6a-tetrahydrocyclopenta[c]pyrrol-2(1H)-yl](5-methyl-2-thienyl)methanone